COC1=C(N)C=CC(=C1)[N+](=O)[O-] o-methoxy-para-nitroaniline